NC=1C(=C(C=C2C=C(N=CC12)NC1=NN2CC(N(CCC2=C1)C)=O)[C@H](C#N)C)F |r| (+/-)-2-(8-amino-7-fluoro-3-((6-methyl-7-oxo-5,6,7,8-tetrahydro-4H-pyrazolo[1,5-d][1,4]diazepin-2-yl)amino)isoquinolin-6-yl)propanenitrile